OC(CO)C1=CC(=C(O1)C)C(C)=O 5-(1,2-dihydroxyethyl)-2-methyl-3-acetyl-furan